2-[4-(4-chlorophenyl)-5-(4-pyridyl)imidazol-1-yl]acetic acid ClC1=CC=C(C=C1)C=1N=CN(C1C1=CC=NC=C1)CC(=O)O